2-Chloro-4-((4-methoxybenzyl)oxy)-7H-pyrrolo[2,3-d]pyrimidine ClC=1N=C(C2=C(N1)NC=C2)OCC2=CC=C(C=C2)OC